(-)-trans-p-menthane-3,8-diol C[C@H]1CC[C@@H]([C@H](C1)O)C(C)(C)O